ClC1=NC(=CC(=C1)C1=C(C(=O)NNC(NC)=S)C=C(C=C1)F)Cl 2-(2-(2,6-dichloropyridin-4-yl)-5-fluorobenzoyl)-N-methylhydrazine-1-carbothioamide